C1(=CC=CC=C1)N1C(=NC2=C1C=CC=C2)C2=CC=C(C=C2)Br 1-phenyl-2-(4-bromophenyl)-1H-benzimidazole